2-(6-fluoro-1H-indol-4-yl)-1-(3-methylazetidin-1-yl)ethan-1-one FC1=CC(=C2C=CNC2=C1)CC(=O)N1CC(C1)C